C(C1=CC=CC=C1)NC1=C2N=CN(C2=NC(=N1)C(C)C)[C@H]1[C@@H]([C@@H]([C@H](O1)C(=O)NCC(F)(F)F)O)O (2S,3S,4R,5R)-5-(6-(benzylamino)-2-isopropyl-9H-purin-9-yl)-3,4-dihydroxyl-N-(2,2,2-trifluoroethyl)-tetrahydrofuran-2-formamide